tert-butyl (R)-(3-(1-((7-chloro-8-fluoro-5-methoxy-2-(methylthio)pyrido[4,3-d]pyrimidin-4-yl)amino)ethyl)pyridin-2-yl)carbamate ClC1=C(C=2N=C(N=C(C2C(=N1)OC)N[C@H](C)C=1C(=NC=CC1)NC(OC(C)(C)C)=O)SC)F